C(C1=CC=CC=C1)(=O)C1=C(C=CC=C1)C(C(=O)N)=C (2-benzoylphenyl)acrylamide